C(C(C)C)C1(CC1)CNC(=O)N1C=NC2=C1C=CC=C2N2CCOCC2 N-((1-iso-Butylcyclopropyl)methyl)-4-morpholino-1H-benzo[d]imidazole-1-carboxamide